4-(2-oxopyrrolidin-1-yl)-3-(4-methylphenyl)-4,5-dihydro-1H-pyrazole-1-carboxylic acid chloride O=C1N(CCC1)C1C(=NN(C1)C(=O)Cl)C1=CC=C(C=C1)C